Methyl 4-bromocyclohexanecarboxylate BrC1CCC(CC1)C(=O)OC